C(CC)C(C=O)=CCCCC 2-propyl-2-heptenal